2-(7-cyano-6-isobutyl-benzo[b]thiophen-2-yl)-4-methylthiazole-5-carboxylic acid ethyl ester C(C)OC(=O)C1=C(N=C(S1)C1=CC2=C(S1)C(=C(C=C2)CC(C)C)C#N)C